ONC(C1=CC=C(C(=O)NC=2C=NC3=CC=CC=C3C2)C=C1)=O N1-hydroxy-N4-(quinolin-3-yl)terephthalamide